6-fluoro-3-pyridinepropionic acid FC1=CC=C(C=N1)CCC(=O)O